N-(4-((2-(1,1-difluoroethyl)-6-ethylpyrimidin-4-yl)amino)-5-(2-morpholinoethoxy)pyridin-2-yl)acetamide FC(C)(F)C1=NC(=CC(=N1)NC1=CC(=NC=C1OCCN1CCOCC1)NC(C)=O)CC